p-bromo-N,N-diethylaniline CCN(CC)C1=CC=C(C=C1)Br